NC1=NC=2C=C(C(=CC2C2=C1[C@H](OC2)C)C(=O)N(NC2=CC1=C(N=CS1)C=C2)CC2CC2)F (R)-4-amino-N'-(benzo[d]thiazol-6-yl)-N-(cyclopropylmethyl)-7-fluoro-3-methyl-1,3-dihydrofuro[3,4-c]quinoline-8-carbohydrazide